OC=1C=C(C(=C(C1)OC1CC2C(OC(C2CC1)=O)=O)C)C 5-((5-hydroxy-2,3-dimethylphenyl)oxy)hexahydroisobenzofuran-1,3-dione